ClC=1C=CC(=C2C=NN(C(C12)=O)C)CC1CC2(CN(C2)CCCC2=CC=3N(C=C2F)C=NN3)C1 8-chloro-5-((2-(3-(6-fluoro-[1,2,4]triazolo[4,3-a]pyridin-7-yl)propyl)-2-azaspiro[3.3]heptan-6-yl)methyl)-2-methylphthalazin-1(2H)-one